COC([C@@H](NC(=O)OC(C)(C)C)C(C1=CC=CC=C1)(C)C)=O N-(tert-butoxycarbonyl)-β,β-dimethyl-L-phenylalanine methyl ester